3-(2-Chloro-6-fluorophenyl)-2-methyl-7-((4-((R)-2-methylpiperazin-1-yl)phenyl)amino)-2,3-dihydro-4H-pyrimido[5,4-e][1,3]oxazin-4-one ClC1=C(C(=CC=C1)F)N1C(OC2=C(C1=O)C=NC(=N2)NC2=CC=C(C=C2)N2[C@@H](CNCC2)C)C